Cl.FC(CN(C(C(F)(F)F)=O)[C@H]1C[C@H](NCC1)C1=C(C=CC(=C1)F)F)F N-(2,2-Difluoroethyl)-N-((2S,4R)-2-(2,5-difluorophenyl)piperidin-4-yl)-2,2,2-trifluoroacetamide hydrochloride